FC1=C(C(=O)NC=2C=C(C=CC2)[S@](=O)(C)=NC(CNC(OC(C)(C)C)=O)=O)C(=CC=C1C(F)(F)F)OC=1C(=NC(=CC1)F)C tert-butyl (R)-(2-(((3-(2-fluoro-6-((6-fluoro-2-methylpyridin-3-yl)oxy)-3-(trifluoromethyl)benzamido) phenyl)(methyl)(oxo)-λ6-sulfaneylidene)amino)-2-oxoethyl)carbamate